C(C1=CC=CC=C1)(=O)C1(NC(N([C@H]2C[C@H](O)[C@@H](CO[Si](C)(C)C(C)(C)C)O2)C=C1)=O)N 4-benzoyl-5'-O-tert-butyldimethylsilyl-2'-deoxycytidine